(E)-ethyl 3-(5-(2-((4-chlorophenyl)(hydroxy)methyl)-4-methoxyphenyl)-1-methyl-2-oxo-1,2-dihydropyridin-4-yl)acrylate ClC1=CC=C(C=C1)C(C1=C(C=CC(=C1)OC)C=1C(=CC(N(C1)C)=O)/C=C/C(=O)OCC)O